FC=1C=CC2=C(CCO2)C1CNC1=NC=C(C=2N1C=NN2)C=2C=1N(C=C(C2)F)C=CN1 N-((5-fluoro-2,3-dihydrobenzofuran-4-yl)methyl)-8-(6-fluoroimidazo[1,2-a]pyridin-8-yl)-[1,2,4]triazolo[4,3-c]pyrimidin-5-amine